N-(2-aminoethyl)propionamide NCCNC(CC)=O